FC(S(=O)(=O)C#CC1=CC2=CC=CC=C2C=C1)(F)F 2-((trifluoromethanesulfonyl)ethynyl)naphthalene